C(=C)N(CC1=CC=CC=C1)CCC(C[Si](OC)(OC)OC)CN β-(N-vinylbenzylaminoethyl)-γ-aminopropyltrimethoxysilane